trans-N-(8-amino-6-(2-methyl-6-oxopiperazin-1-yl)isoquinolin-3-yl)-2-cyanocyclopropanecarboxamide NC=1C=C(C=C2C=C(N=CC12)NC(=O)[C@H]1[C@@H](C1)C#N)N1C(CNCC1=O)C